C(C)(C)(C)OC(=O)C1=CC=C(C=N1)NC1=C(N=NC(=C1)C1=C(C=CC=C1F)F)C(=O)OC Methyl 4-((6-(tert-butoxycarbonyl)pyridin-3-yl)amino)-6-(2,6-difluorophenyl)pyridazine-3-carboxylate